3-((tert-butoxycarbonyl)amino)-3H-spiro[benzofuran-2,4'-piperidine] C(C)(C)(C)OC(=O)NC1C2=C(OC13CCNCC3)C=CC=C2